CC1=CC=CC(=N1)C1=NN(C=C1)C1=NC=2N(C(=C1)N1CCOCC1)N=C(C2)C=2C=NC=CC2 4-[5-[3-(6-methyl-2-pyridinyl)pyrazol-1-yl]-2-(3-pyridinyl)pyrazolo[1,5-a]pyrimidin-7-yl]morpholine